2-(3-(5-(1,3-dioxolan-2-yl)-6-methoxypyridin-3-yl)-4,4-difluoropiperidin-1-yl)-N-(2,2-difluoro-[1,3]dioxolo[4',5':4,5]benzo[1,2-d]thiazol-6-yl)propanamide O1C(OCC1)C=1C=C(C=NC1OC)C1CN(CCC1(F)F)C(C(=O)NC=1SC2=C(N1)C=C1C(=C2)OC(O1)(F)F)C